2-{6-[(1-acetylazetidin-3-yl)methyl]-2-ethyl-5,8-dioxo-5,6,7,8-tetrahydro-4H-pyrazolo[1,5-a]pyrrolo[3,4-d]pyrimidin-4-yl}-N-(5-fluoropyridin-2-yl)acetamide C(C)(=O)N1CC(C1)CN1C(C=2N(C=3N(C(C2C1)=O)N=C(C3)CC)CC(=O)NC3=NC=C(C=C3)F)=O